O1C(CCC1)OC1OCCC1 (tetrahydrofuran-2-yl) ether